CC(C(=O)NCCO)C 2-methyl-N-(2-hydroxyethyl)propionamide